tert-butyl (tert-butoxycarbonyl)(7-cyclopropyl-5-(8-(3-(4-((4-methylpiperazin-1-yl)methyl)-3-(trifluoromethyl)phenyl)ureido)isoquinolin-5-yl)-7H-pyrrolo[2,3-d]pyrimidin-4-yl)carbamate C(C)(C)(C)OC(=O)N(C(OC(C)(C)C)=O)C=1C2=C(N=CN1)N(C=C2C2=C1C=CN=CC1=C(C=C2)NC(=O)NC2=CC(=C(C=C2)CN2CCN(CC2)C)C(F)(F)F)C2CC2